FC1=C(C(=CC(=C1)S(=O)(=O)N1C[C@H](CC1)F)F)C1=NC2=CC(=CC=C2C(=C1F)C)C=1CCN(CC1)C(=O)OC(C)(C)C tert-butyl 4-(2-{2,6-difluoro-4-[(3S)-3-fluoropyrrolidine-1-sulfonyl]phenyl}-3-fluoro-4-methylquinolin-7-yl)-3,6-dihydropyridine-1(2H)-carboxylate